NC1=C(C(=NO1)C1CCN(CC1)C(=O)C1=CC(=C(C=C1)C(F)(F)F)Cl)Br (4-(5-amino-4-bromoisoxazol-3-yl)piperidin-1-yl)(3-chloro-4-(trifluoromethyl)phenyl)methanone